1-(6-(4-(5,6-dichloro-1H-indazol-4-yl)-3-(4-hydroxy-2,2-dimethyl-4-(morpholinomethyl)piperidin-1-yl)-5-methyl-1H-pyrazol-1-yl)-2-azaspiro[3.3]heptan-2-yl)prop-2-en-1-one ClC=1C(=C2C=NNC2=CC1Cl)C=1C(=NN(C1C)C1CC2(CN(C2)C(C=C)=O)C1)N1C(CC(CC1)(CN1CCOCC1)O)(C)C